3,5-dimethylbenzene-1,2-diamine CC1=C(C(=CC(=C1)C)N)N